C(C1=CC=CC=C1)NC=1C(=C(C(=O)N)C=CC1)CC=O BENZYLAMINO-OXOETHYL-BENZAMIDE